C(CC)OC=CC propenyl n-propyl ether